ClC1=CC=2C3=C(C(=NC2C(=C1C1=C(C(=CC=C1)O)F)F)OCC1N(CCC1)C)N=CN3C3CCN(CC3)C(C=C)=O 1-(4-(8-chloro-6-fluoro-7-(2-fluoro-3-hydroxyphenyl)-4-((1-methylpyrrolidin-2-yl)-methoxy)-1H-imidazo[4,5-c]quinolin-1-yl)piperidin-1-yl)prop-2-en-1-one